C(C)(C)(C)OC(N[C@@H]1CN(CC1)C(=O)C1=C(SC2=NC=CC=C21)NC2=C(C=C(C=C2)I)F)=O (1-{2-[(2-fluoro-4-iodophenyl)amino]thieno[2,3-b]pyridine-3-carbonyl}-(3S)-pyrrolidin-3-yl)carbamic acid tert-butyl ester